C(#N)C=1N=C(N(C1)COCC[Si](C)(C)C)C(=O)NC=1C(=NC(=CC1)C1CC2CCC(C1)N2C)C2=CCC(CC2)(C)C 4-cyano-N-[2-(4,4-dimethylcyclohexen-1-yl)-6-(8-methyl-8-azabicyclo[3.2.1]octan-3-yl)-3-pyridyl]-1-(2-trimethylsilylethoxymethyl)imidazole-2-carboxamide